NC=1C(=C(C(=C(C(=O)NC2=C(C=CC(=C2)N2N=NC(=C2)C(=O)N2CCOCC2)N2CCN(CC2)C)C1)Cl)C)F 5-amino-2-chloro-4-fluoro-3-methyl-N-(2-(4-methylpiperazin-1-yl)-5-(4-(morpholine-4-carbonyl)-1H-1,2,3-triazol-1-yl)phenyl)benzamide